BrC1=CC=C(C=C1)CN1CCN(CC1)C 1-[(4-bromophenyl)methyl]-4-methylpiperazine